(R)-tert-butyl 3-(benzyloxy)piperidine-1-carboxylate C(C1=CC=CC=C1)O[C@H]1CN(CCC1)C(=O)OC(C)(C)C